3-{6-[2-(2-fluoro-phenoxy)-phenyl]-naphthalen-2-yl}-propionic acid FC1=C(OC2=C(C=CC=C2)C=2C=C3C=CC(=CC3=CC2)CCC(=O)O)C=CC=C1